1,7-dichloroisoquinoline ClC1=NC=CC2=CC=C(C=C12)Cl